1,5-anhydro-2,3-dideoxy-3-[(5-{[4-(dimethylcarbamoyl)-phenyl]methyl}-4-methyl-2,3-dihydro-1-benzofuran-7-carbonyl)amino]-L-threo-pentitol CN(C(=O)C1=CC=C(C=C1)CC=1C=C(C2=C(CCO2)C1C)C(=O)N[C@H]1CCOC[C@@H]1O)C